4-amino-N,2,3-trimethyl-N-phenethylbenzamide NC1=C(C(=C(C(=O)N(CCC2=CC=CC=C2)C)C=C1)C)C